ethyl 2-((1-(tert-butoxycarbonyl)piperidin-4-yl)(methyl)amino)-4-methoxypyrimidine-5-carboxylate C(C)(C)(C)OC(=O)N1CCC(CC1)N(C1=NC=C(C(=N1)OC)C(=O)OCC)C